C1(CC1)C([C@@H](C=1OC2=C(N1)C=C(C=C2)CN2C(N[C@@H](C2)C(F)(F)F)=O)NC([C@@H](C)C2=CC=CC=C2)=O)C2CC2 (S)-N-((S)-2,2-dicyclopropyl-1-(5-(((S)-2-oxo-4-(trifluoromethyl)-imidazolidin-1-yl)methyl)benzo[d]oxazol-2-yl)ethyl)-2-phenylpropanamide